1-oxaspiro[4.5]decan-3-amine O1CC(CC12CCCCC2)N